isononanic acid C(CCCCCC(C)C)(=O)O